FC1([C@H](C1)[C@@H](N1C[C@]2(CCN3N=C(C=C32)C=3C=C(C(=NC3)N)C(F)(F)F)CC1)C1=NC=NN1)F 5-{(3R)-1-[(R)-[(1R)-2,2-difluorocyclopropyl](1H-1,2,4-triazol-5-yl)methyl]-5',6'-dihydrospiro[pyrrolidine-3,4'-pyrrolo[1,2-b]pyrazol]-2'-yl}-3-(trifluoromethyl)pyridin-2-amine